8-(benzyloxy)-3-methoxy-2,9-dimethyl-6H-benzo[c]chromen-6-one C(C1=CC=CC=C1)OC=1C(=CC2=C(C(OC3=CC(=C(C=C23)C)OC)=O)C1)C